C(C)N(C1=CC=C2C=C(C(OC2=C1)=O)C=1N(C2=CC=C(C=C2C1)C(=O)O)C)CC 2-(7-(diethylamino)-2-oxo-2H-chromen-3-yl)-1-methyl-1H-indole-5-carboxylic acid